8-(2-chloro-4-((3-methoxyoxetan-3-yl)methoxy)phenyl)-6-(1-methylcyclopropoxy)-9-((4-methylpyridin-2-yl)methyl)-9H-purine ClC1=C(C=CC(=C1)OCC1(COC1)OC)C=1N(C2=NC=NC(=C2N1)OC1(CC1)C)CC1=NC=CC(=C1)C